6-[[5-chloro-3-[(1-fluorocyclopropyl)methoxy]-2-pyridyl]oxy]-3-methyl-N-(4-methyl-1,1-dioxo-thian-4-yl)imidazo[1,2-a]pyridine-2-carboxamide ClC=1C=C(C(=NC1)OC=1C=CC=2N(C1)C(=C(N2)C(=O)NC2(CCS(CC2)(=O)=O)C)C)OCC2(CC2)F